NCC1=NNC(C2=CC=C(C=C12)C=1C=NN(C1C1=C(C#N)C(=CC=C1)OCCC)C)=O 2-(4-(4-(aminomethyl)-1-oxo-1,2-dihydrophthalazin-6-yl)-1-methyl-1H-pyrazol-5-yl)-6-propoxybenzonitrile